ClC=1C(=CC2=C([C@@H]([C@](O2)(C2=CC=CC=C2)CNC2CCC(CC2)(C)O)C)C1C1=C(C#N)C=CC(=C1F)OC[C@H](C)O)F 2-((2S,3S,4R)-5-chloro-6-fluoro-2-((((trans)-4-hydroxy-4-methylcyclohexyl)amino)methyl)-3-methyl-2-phenyl-2,3-dihydrobenzofuran-4-yl)-3-fluoro-4-((S)-2-hydroxypropoxy)benzonitrile